(S)-3-amino-5-methyl-7-(((R)-1-methylpyrrolidin-3-yl)oxy)-2,3-dihydrobenzo[b][1,4]oxazepin-4(5H)-one hydrochloride Cl.N[C@@H]1C(N(C2=C(OC1)C=CC(=C2)O[C@H]2CN(CC2)C)C)=O